BrC1=CC=CC2=C1OC(CO2)(C2=C(C=C(C=C2)Cl)F)CO (8-Bromo-2-(4-chloro-2-fluorophenyl)-2,3-dihydrobenzo[b][1,4]dioxin-2-yl)methanol